((2S,7aR)-2-((1,1,1,3,3,3-hexafluoro-2-(trifluoromethyl)propan-2-yl)oxy)tetrahydro-1H-pyrrolizin-7a(5H)-yl)methanol trifluoroacetic acid salt FC(C(=O)O)(F)F.FC(C(C(F)(F)F)(C(F)(F)F)O[C@H]1C[C@]2(CCCN2C1)CO)(F)F